FC1=C(C=CC=C1OC)[C@@H]1CCCC2=CC=C(C=C12)Br |r| 2-fluoro-3-methoxyphenyl-rac-7-bromo-1,2,3,4-tetrahydronaphthalen